(2R,3S,4R,5R,6R)-6-((6-azidohexyl)oxy)-4,5-dihydroxy-2-(hydroxymethyl)tetrahydro-2H-pyran-3,4,5-triol N(=[N+]=[N-])CCCCCCO[C@H]1C(C([C@H]([C@H](O1)CO)O)(O)O)(O)O